[Si](C)(C)(C(C)(C)C)O[C@@H]1C[C@H](N(C1)C(=O)OC(C)(C)C)CNC tert-butyl (2S,4R)-4-((tert-butyldimethylsilyl)oxy)-2-((methylamino)methyl)pyrrolidine-1-carboxylate